Methyl (Z)-3-((4-((tert-butyldimethylsilyl)oxy)phenyl)chloromethylene)-2-oxoindoline-5-carboxylate [Si](C)(C)(C(C)(C)C)OC1=CC=C(C=C1)/C(=C\1/C(NC2=CC=C(C=C12)C(=O)OC)=O)/Cl